methylpiperidin-4-yl hydrazinecarboxylate N(N)C(=O)OC1CCN(CC1)C